ClCC1=C(C=C(C=C1)N1N=NC(=C1)C[Si](C)(C)C)F 1-(4-(chloromethyl)-3-fluorophenyl)-4-((trimethylsilyl)methyl)-1H-1,2,3-triazole